COC(CC1=CC(=CC=C1)CCNC(=O)OCC1=CC=CC=C1)=O 2-[3-[2-(phenylmethoxycarbonylamino)ethyl]phenyl]acetic acid methyl ester